trichlorobutoxyethyl acetate C(C)(=O)OCCOCCCC(Cl)(Cl)Cl